OC=1C=CC=2C3(C4=CC=C(C=C4OC2C1)O)OC(C1=C3C=CC=C1)=O 3',6'-Dihydroxy-3-oxo-3H-spiro[2-benzofuran-1,9'-xanthene]